C(C1=CC=CC=C1)OC([C@@H](N(C(=O)OCC1C2=CC=CC=C2C2=CC=CC=C12)C)[C@H](C(NC(C1=CC=CC=C1)(C1=CC=CC=C1)C1=CC=CC=C1)=O)O)=O (2S,3R)-3-Hydroxy-Nα-methyl-Nα-Fmoc-Nγ-trityl-asparagine benzyl ester